ClC1=CC=C(C=C1)[C@H](CC#N)O (3S)-3-(4-chlorophenyl)-3-hydroxypropionitrile